tert-Butyl 2-[1-[2-(6-isopropoxy-3-pyridyl)-6-methyl-4-oxo-chromen-8-yl]ethylamino]benzoate C(C)(C)OC1=CC=C(C=N1)C=1OC2=C(C=C(C=C2C(C1)=O)C)C(C)NC1=C(C(=O)OC(C)(C)C)C=CC=C1